chloro-4-{3,8-diazabicyclo[3.2.1]oct-3-yl}-8-fluoro-7-(1-methyl-1H-indazol-7-yl)-2-{[(2S)-1-methylpyrrolidin-2-yl]methoxy}quinazoline ClC1=C2C(=NC(=NC2=C(C(=C1)C=1C=CC=C2C=NN(C12)C)F)OC[C@H]1N(CCC1)C)N1CC2CCC(C1)N2